2-(Methylsulfanyl)-8-(trifluoromethyl)-N-({5-[4-(trifluoromethyl)phenyl]-1H-imidazol-2-yl}methyl)pyrazolo[1,5-a][1,3,5]triazin-4-amine CSC1=NC=2N(C(=N1)NCC=1NC(=CN1)C1=CC=C(C=C1)C(F)(F)F)N=CC2C(F)(F)F